BrC1=CC(=C(CC=2N(C3=C(N2)SC(=C3)C(=O)[O-])C[C@H]3OCC3)C=C1F)F (S)-2-(4-bromo-2,5-difluorobenzyl)-1-(oxetan-2-ylmethyl)-1H-thieno[2,3-d]Imidazole-5-carboxylate